(2R,3S,4R,5S)-N-(3-Carbamoyl-4-fluoro-phenyl)-3-(3,4-Difluoro-2-methoxy-phenyl)-4,5-dimethyl-5-(trifluoromethyl)tetrahydrofuran-2-carboxamid C(N)(=O)C=1C=C(C=CC1F)NC(=O)[C@@H]1O[C@@]([C@@H]([C@H]1C1=C(C(=C(C=C1)F)F)OC)C)(C(F)(F)F)C